6-(2-chloro-6-fluorophenyl)-4-((4-(4-cyclopropyl-2-oxopiperazin-1-yl)phenyl)amino)pyridazine-3-carboxamide ClC1=C(C(=CC=C1)F)C1=CC(=C(N=N1)C(=O)N)NC1=CC=C(C=C1)N1C(CN(CC1)C1CC1)=O